C1=CC=CC=2C3=CC=CC=C3C(C12)COC(=O)N[C@H](C(=O)O)CC1=CC=C(C=C1)C1=CC=C2CC(NC2=C1)=O (S)-2-((((9H-fluoren-9-yl)methoxy)carbonyl)amino)-3-(4-(2-oxoindolin-6-yl)phenyl)propanoic acid